C(#N)C=1C=C(C=CC1)N1N=C(C=C1C(=O)NC1=CC(=CC=C1)C(C1=CC=NC=C1)NCC1CC1)C(F)(F)F 1-(3-cyanophenyl)-N-(3-((cyclopropylmethylamino)(pyridin-4-yl)methyl)phenyl)-3-(trifluoromethyl)-1H-pyrazole-5-carboxamide